BrC1=NN(C=C1)C1=C(C=O)C(=CC=C1)OCC1=CC=C(C=C1)OC 2-(3-bromopyrazol-1-yl)-6-[(4-methoxyphenyl)methoxy]benzaldehyde